1,5-dimethyl-9,10-bis[2-carboxy(3,6-methano-4-methyl-4-cyclohexenyl)]carbonyloxyanthracene CC1=CC=CC2=C(C3=C(C=CC=C3C(=C12)OC(=O)C1C(C2C(=CC1C2)C)C(=O)O)C)OC(=O)C2C(C1C(=CC2C1)C)C(=O)O